The molecule is a 3-oxo monocarboxylic acid anion that is the conjugate base of sordaricin, arising from deprotonation of the carboxy group; major species at pH 7.3. It is a 3-oxo monocarboxylic acid anion and a hydroxy monocarboxylic acid anion. It is a conjugate base of a sordaricin. C[C@@H]1CC[C@@H]2[C@@H]1C[C@@]3([C@@H]4C[C@]2([C@]3(C(=C4)C(C)C)C(=O)[O-])C=O)CO